7-(4-(4-(benzo[b]thiophen-4-yl)-piperazin-1-yl)butoxy)-1H-quinolin-2-one S1C2=C(C=C1)C(=CC=C2)N2CCN(CC2)CCCCOC2=CC=C1C=CC(NC1=C2)=O